N-[5-(difluoromethoxy)-4,6-dimethoxy-pyrimidin-2-yl]-6-methyl-7-(triazol-2-yl)-1H-indole-3-sulfonamide FC(OC=1C(=NC(=NC1OC)NS(=O)(=O)C1=CNC2=C(C(=CC=C12)C)N1N=CC=N1)OC)F